N-(4-aminophenylethyl)-2-(trifluoromethyl)quinolin-4-amine NC1=CC=C(C=C1)CCNC1=CC(=NC2=CC=CC=C12)C(F)(F)F